ClC1=CC(=C(COC=2N=C(C=C3C2NC=C3)C=3CCN(CC3)CC3=NC2=C(N3C[C@H]3OCC3)C=C(C=C2)C(=O)O)C=C1)F (S)-2-((4-(7-((4-chloro-2-fluorobenzyl)oxy)-1H-pyrrolo[2,3-c]pyridin-5-yl)-3,6-dihydropyridin-1(2H)-yl)methyl)-1-(oxetan-2-ylmethyl)-1H-benzo[d]imidazole-6-carboxylic acid